COC1=CC=C2C(=CNC2=C1)C(C1=CC=C(C=C1)[N+](=O)[O-])C1=CNC2=CC(=CC=C12)OC bis(6-methoxyindol-3-yl)-4-nitrophenylmethane